C(#N)C=1C(=C(C(=NC1)C(=O)NC=1C=C2C(=NNC2=CC1)C=1C=NN(C1)CF)C)C 5-cyano-N-(3-(1-(fluoromethyl)-1H-pyrazol-4-yl)-1H-indazol-5-yl)-3,4-dimethylpicolinamide